C(C1=CC=CC=C1)C1=C(NC2=CC=CC=C12)C1=NNC(=C1)NC(C1=CC=C(C=C1)NC1CCN(CC1)C)=O N-(3-(3-benzyl-1H-indol-2-yl)-1H-pyrazol-5-yl)-4-((1-methylpiperidin-4-yl)amino)benzamide